(amino(phenyl)methyl)benzonitrile hydrochloride Cl.NC(C1=CC=CC=C1)C1=C(C#N)C=CC=C1